8-methyl-2-(3-methyl-1-benzothien-2-yl)-5-[(1R)-1-phenylethoxy]quinoline-4-carboxylic acid CC=1C=CC(=C2C(=CC(=NC12)C=1SC2=C(C1C)C=CC=C2)C(=O)O)O[C@H](C)C2=CC=CC=C2